Cl.CN(CCCN=C=NCC)C (3-dimethylaminopropyl)-N'-Ethyl-carbodiimide hydrochloride